2-bromo-N-(cyclopropylmethyl)-5-fluoro-4-(morpholine-4-sulfonyl)aniline BrC1=C(NCC2CC2)C=C(C(=C1)S(=O)(=O)N1CCOCC1)F